3-ethyl-5,7-difluoro-2-((5-(trifluoromethyl)pyridin-2-yl)methyl)naphthalene-1,4-dione C(C)C1=C(C(C2=CC(=CC(=C2C1=O)F)F)=O)CC1=NC=C(C=C1)C(F)(F)F